Methyl-5-amino-6-((1-(tert-butoxycarbonyl)piperidin-4-yl)amino)nicotinic acid CC1=C(C(=O)O)C=C(C(=N1)NC1CCN(CC1)C(=O)OC(C)(C)C)N